ClC1=CC=C(S1)CN1CCC2=CC(=CC=C12)NC(C1=CN=C(C=C1)C(F)(F)F)=O N-[1-(5-Chlorothiophen-2-ylmethyl)-2,3-dihydro-1H-indol-5-yl]-6-trifluoromethylnicotinamide